(S)-quinuclidin-3-yl ((R)-6-(3-chloro-4-isopropoxyphenyl)-7-fluoro-2,2-dimethyl-1,2,3,4-tetrahydronaphthalen-1-yl)carbamate ClC=1C=C(C=CC1OC(C)C)C=1C=C2CCC([C@H](C2=CC1F)NC(O[C@@H]1CN2CCC1CC2)=O)(C)C